tert-butyl (3S)-3-{[6-chloro-8-(methoxycarbonyl)pyrido[3,2-d]pyrimidin-4-yl]amino}piperidine-1-carboxylate ClC=1C=C(C=2N=CN=C(C2N1)N[C@@H]1CN(CCC1)C(=O)OC(C)(C)C)C(=O)OC